BrC=1C=C2CN(CC2=CC1F)C1=C(C(N(N=C1)COCC[Si](C)(C)C)=O)C(F)(F)F 5-(5-bromo-6-fluoro-2,3-dihydro-1H-isoindol-2-yl)-4-(trifluoromethyl)-2-[[2-(trimethylsilyl)ethoxy]methyl]-2,3-dihydropyridazin-3-one